ClC1=C(C(=C(C=C1OC)OC)Cl)C1=NC=C2C=C(N=CC2=C1)NC1=CN(C=C1[N+](=O)[O-])C 7-(2,6-dichloro-3,5-dimethoxyphenyl)-N-(1-methyl-4-nitro-1H-pyrrol-3-yl)-2,6-naphthyridin-3-amine